tert-butyl N-[(1s,3s)-3-{[5-(5-methyl-1,3,4-oxadiazol-2-yl)-1-{[2-(trimethylsilyl)ethoxy]methyl}-1H-pyrrolo[2,3-b]pyridin-4-yl]amino}cyclobutyl]carbamate CC1=NN=C(O1)C=1C(=C2C(=NC1)N(C=C2)COCC[Si](C)(C)C)NC2CC(C2)NC(OC(C)(C)C)=O